NC1=NC(=C2N=CN(C2=N1)CC(=O)NC1=CC(=NN1CC)C)NCCC1=CC=C(C=C1)N 2-(2-amino-6-((4-aminophenylethyl)amino)-9H-purin-9-yl)-N-(1-ethyl-3-methyl-1H-pyrazol-5-yl)acetamide